F[Si](C(F)(F)F)(I)F Difluoroiodo(tri-fluoromethyl)-silane